(R)-6,7-dichloro-2-(5-methoxypyrimidine-2-carbonyl)-2,3,4,5-tetrahydro-1H-pyrido[4,3-b]indole-4-carbonitrile ClC1=C(C=CC=2C3=C(NC12)[C@@H](CN(C3)C(=O)C3=NC=C(C=N3)OC)C#N)Cl